4,5,6,7-tetrachloro-1,3-dioxoisoindolin-2-yl 2,3,3-trimethylbutanoate CC(C(=O)ON1C(C2=C(C(=C(C(=C2C1=O)Cl)Cl)Cl)Cl)=O)C(C)(C)C